C(C(=C)C)(=O)OC(CCC)OC(C(=C)C)=O butanediol di(methacrylate)